(2S,4R)-N-(6-bromo-3-methylpyridin-2-yl)-4-fluoro-4-methylpyrrolidine-2-carboxamide BrC1=CC=C(C(=N1)NC(=O)[C@H]1NC[C@](C1)(C)F)C